(4,5-dihydro-isoxazole-3-yl)-2-methyl-4-methylsulfonyl-benzoic acid O1N=C(CC1)C=1C(=C(C(=O)O)C=CC1S(=O)(=O)C)C